FC=1C=C(C=CC1C(=O)OC)N1CCN(CC1)CC1CCN(CC1)C(=O)OC(C)(C)C tert-butyl 4-[[4-(3-fluoro-4-methoxycarbonyl-phenyl)piperazin-1-yl]methyl]piperidine-1-carboxylate